ClC=1SC=C(C1N1C(N(C2=NC(=NC=C2C1)NC1=CC=C(C=C1)C1CC(N(CC1)C)C)C1=NC=C(C=C1)OC)=O)CF 3-(2-chloro-4-(fluoromethyl)thiophen-3-yl)-7-((4-(1,2-dimethylpiperidin-4-yl)phenyl)amino)-1-(5-methoxypyridin-2-yl)-3,4-dihydropyrimido[4,5-d]pyrimidin-2(1H)-one